C(C1=CC=C(C(=O)OCCCCCC(C)C)C=C1)(=O)ON(C)C N,N-dimethylamino isooctyl terephthalate